6-{3-[endo-3-amino-8-azabicyclo[3.2.1]octan-8-yl]-5H-pyrrolo[2,3-b]pyrazin-7-yl}-5-chloro-2,3-dimethyl-3,4-dihydroquinazolin-4-one, methanesulfonic acid salt CS(=O)(=O)O.NC1CC2CCC(C1)N2C2=CN=C1C(=N2)NC=C1C=1C(=C2C(N(C(=NC2=CC1)C)C)=O)Cl